N-(2-carbamoyl-4-chloro-6-methyl-phenyl)-2-(3-chloro-2-pyridyl)-5-(1-fluorocyclopropyl)pyrazole-3-carboxamide C(N)(=O)C1=C(C(=CC(=C1)Cl)C)NC(=O)C=1N(N=C(C1)C1(CC1)F)C1=NC=CC=C1Cl